C(C)(=O)NC(=O)C=1C([C@]2(C(=C3C(C4=C(C=CC(=C4C[C@H]3C[C@H]2C(C1O)N(C)C)N(C)C)OCCCC)=O)O)O)=O N-Acetyl-(4aS,5aR,12aS)-10-butoxy-4,7-bis(dimethylamino)-3,12,12a-trihydroxy-1,11-dioxo-4,4a,5,5a,6,12a-hexahydro-2-naphthacenecarboxamide